O=C1NC=CC(N1C(=O)OC(C)(C)C)=O tert-butyl 2,4-dioxo-1H-pyrimidine-3-carboxylate